CN1[C@H]2[C@@](CCC1)(CCC2)COC=2N=C(C1=C(N2)C(=C(N=C1)C1=CC(=CC2=CC=C(C(=C12)C#C)F)O)F)N1[C@@H](COCC1)C 4-(2-{[(4aS,7aR)-1-methyl-octahydro-1H-cyclopenta[b]pyridin-4a-yl]methoxy}-8-fluoro-4-[(3R)-3-methylmorpholin-4-yl]pyrido[4,3-d]pyrimidin-7-yl)-5-ethynyl-6-fluoronaphthalen-2-ol